N-[4-(5-methoxy-1-methyl-6-oxopyridin-3-yl)-5-propylpyrimidin-2-yl]ethanesulfonamide COC1=CC(=CN(C1=O)C)C1=NC(=NC=C1CCC)NS(=O)(=O)CC